2-((7-methyl-5-(methylsulfonyl)-1H-indol-4-yl)methyl)-7-((1S,3S)-3-(methylamino)cyclobutoxy)-2H-indazole-6-carbonitrile CC=1C=C(C(=C2C=CNC12)CN1N=C2C(=C(C=CC2=C1)C#N)OC1CC(C1)NC)S(=O)(=O)C